OC1C(C(NC=C1)C(=O)O)C(=O)O 4-hydroxytetrahydropyridinedicarboxylic acid